3-aminoadamantan NC12CC3CC(CC(C1)C3)C2